ClC1=C(C(=O)NC2=CC(=CC=C2)\C=C\C(=O)C2=CC=C(C=C2)O)C=CC=C1 2-Chloro-N-[3-[(E)-3-(4-hydroxyphenyl)-3-oxoprop-1-enyl]phenyl]benzamide